N-(6-CHLORO-2-METHYL-2H-INDAZOL-7-YL)-6-(4-(TRIFLUOROMETHYL)-1H-PYRAZOL-1-YL)PYRIDINE-3-SULFONAMIDE ClC=1C=CC2=CN(N=C2C1NS(=O)(=O)C=1C=NC(=CC1)N1N=CC(=C1)C(F)(F)F)C